C(C)(C)(C)OC(=O)N1CCN(CC1)N 1-tert-butyloxycarbonyl-4-aminopiperazine